C(C1=CC=CC=C1)OC1=C2C(=CNC2=CC=C1)/C=N/NC1=C(C=C(C=C1)Cl)Cl (E)-4-(benzyloxy)-3-((2-(2,4-dichlorophenyl)hydrazineylidene)methyl)-1H-indole